C1(CC(CC(C1)C(=O)Cl)C(=O)Cl)C(=O)Cl cyclohexane-1,3,5-tricarbonyl trichloride